tert-butyl 2-(6-(trifluoromethyl)pyridin-3-yl)-2,8-diazaspiro[4.5]decane-8-carboxylate FC(C1=CC=C(C=N1)N1CC2(CC1)CCN(CC2)C(=O)OC(C)(C)C)(F)F